N2-(2-methoxy-4-(4-methyl-4H-1,2,4-triazol-3-yl)phenyl)-6-methyl-N8-((4-methyltetrahydro-2H-pyran-4-yl)methyl)pyrido[3,4-d]pyrimidine-2,8-diamine COC1=C(C=CC(=C1)C1=NN=CN1C)NC=1N=CC2=C(N1)C(=NC(=C2)C)NCC2(CCOCC2)C